S1C(=NC2=C1C=CC=C2)NC2=C(C=C(N=N2)C(=O)C2=CC=C(C(=N2)C(=O)O)C=2C=NN(C2C)CC21C[C@]3(C[C@](CC(C2)(C3)OCCN3CCOCC3)(C1)C)C)C 6-(6-(benzo[d]thiazol-2-ylamino)-5-methylpyridazine-3-carbonyl)-3-(1-(((1r,3R,5S,7s)-3,5-dimethyl-7-(2-morpholinoethoxy)adamantan-1-yl)methyl)-5-methyl-1H-pyrazol-4-yl)picolinic acid